methyl (R)-2-((tert-butoxycarbonyl)amino)-3-(5-hydroxy-1H-indol-3-yl)propanoate C(C)(C)(C)OC(=O)N[C@@H](C(=O)OC)CC1=CNC2=CC=C(C=C12)O